N-(piperidin-3-yl)-4-[5-(pyridin-2-yl)-1H-pyrrol-3-yl]-5-(trifluoromethyl)pyrimidin-2-amine N1CC(CCC1)NC1=NC=C(C(=N1)C1=CNC(=C1)C1=NC=CC=C1)C(F)(F)F